L-leucine benzyl ester tosylate salt S(=O)(=O)(O)C1=CC=C(C)C=C1.C(C1=CC=CC=C1)OC([C@@H](N)CC(C)C)=O